1-(3-(6-(2-fluoro-6-methoxyphenyl)-2H-indazol-2-yl)piperidin-1-yl)prop-2-en-1-one FC1=C(C(=CC=C1)OC)C=1C=CC2=CN(N=C2C1)C1CN(CCC1)C(C=C)=O